FC(C(=O)NNC(=O)C=1C=CC(=NC1)CN(S(=O)(=O)CC)C1=CC(=CC(=C1)F)F)F N-((5-(2-(2,2-difluoroacetyl)hydrazine-1-carbonyl)pyridin-2-yl)methyl)-N-(3,5-difluorophenyl)ethanesulfonamide